12-((2-(2,6-dioxopiperidin-3-yl)-1,3-dioxoisoindolin-4-yl)amino)-N-(4-((1S,4S)-5-((E)-3-(2-hydroxyphenyl)-3-oxoprop-1-en-1-yl)-2,5-diazabicyclo[2.2.1]hept-2-yl)phenethyl)dodecanamide O=C1NC(CCC1N1C(C2=CC=CC(=C2C1=O)NCCCCCCCCCCCC(=O)NCCC1=CC=C(C=C1)N1[C@@H]2CN([C@H](C1)C2)\C=C\C(=O)C2=C(C=CC=C2)O)=O)=O